(R)-1-(1-(difluoromethyl)cyclopropyl)-N-(1-(3-fluorobenzofuran-7-yl)ethyl)-4-((1-methylpiperidin-4-yl)amino)-6-oxo-1,6-dihydropyridine-3-carboxamide FC(C1(CC1)N1C=C(C(=CC1=O)NC1CCN(CC1)C)C(=O)N[C@H](C)C1=CC=CC=2C(=COC21)F)F